C1(=CC=CC=C1)C(C(C(C=O)=O)=O)(C)C=C 4-phenyl-4-vinyl-1,3-dioxopentanone